NC1=CC(=C(C=C1)CC#N)Br 2-(4-amino-2-bromophenyl)acetonitrile